3-fluoro-3-[4-(trifluoromethyl)phenyl]propanal FC(CC=O)C1=CC=C(C=C1)C(F)(F)F